Ethyl (5R)-2-[1-(difluoromethyl) pyrazol-4-yl]-5-methyl-6,7-dihydro-5H-pyrazolo[5,1-b][1,3]oxazine-3-carboxylate FC(N1N=CC(=C1)C1=NN2C(O[C@@H](CC2)C)=C1C(=O)OCC)F